C(=C)(N)N ethendiamine